C1(CCCCCCCCCCO1)=O undecanolactone